3-(8-(4-cyano-2-fluorophenyl)-6,9-dioxo-5-(4-(trifluoromethyl)benzyl)-2,5,8-triazaspiro[3.5]nonan-2-yl)-N-methylbenzamide C(#N)C1=CC(=C(C=C1)N1CC(N(C2(CN(C2)C=2C=C(C(=O)NC)C=CC2)C1=O)CC1=CC=C(C=C1)C(F)(F)F)=O)F